trans-N-(1-acetylpiperidin-4-yl)-2-(4-(3,4-dihydroisoquinolin-2(1H)-yl)-3-hydroxypiperidin-1-yl)thiazole-5-carboxamide C(C)(=O)N1CCC(CC1)NC(=O)C1=CN=C(S1)N1C[C@H]([C@@H](CC1)N1CC2=CC=CC=C2CC1)O